NCC1=CC2=C(N(C(=N2)CN2C(N(C3=C2C=C(C=C3F)F)CC(F)(F)F)=O)CCCS(=O)(=O)C)C=C1 1-((5-(Aminomethyl)-1-(3-(methylsulfonyl)propyl)-1H-benzo[d]imidazol-2-yl)methyl)-3-(2,2,2-trifluoroethyl)-4,6-difluoro-1,3-dihydro-2H-benzo[d]imidazol-2-one